C(=O)(O)C1=CC=C(NC=2C(C=C(C(C2)=O)NC2=CC=C(C=C2)C(=O)O)=O)C=C1 2,5-bis(4-carboxyanilino)-1,4-benzoquinone